COC1=CC=C(C=C1)C=CC(=O)C=1C(NC2=CC=CC=C2C1C)=O 3-(3-(4-methoxyphenyl)acryloyl)-4-methylquinolin-2(1H)-one